2-benzyl-4,4-difluoro-N-(8-fluoro-3-quinolyl)-2-methyl-butan-amide C(C1=CC=CC=C1)C(C(=O)NC=1C=NC2=C(C=CC=C2C1)F)(CC(F)F)C